CN(C)C=1C(=C(C(=NC1)C(C)C)N)C dimethylamino(methyl)-2-isopropyl-pyridine-3-amine